(Z)-N'-hydroxyquinoline-2-carboxamidine O\N=C(/N)\C1=NC2=CC=CC=C2C=C1